[Cu].C(C)N(CCN)CC N,N-diethyl-ethylenediamine copper